FC=1C=C(C=NC1[C@H]1N([C@@H](CC2=C3C(=CC=C12)NN=C3F)C)CC(F)(F)F)NC3CN(C3)CCCF 5-fluoro-6-((6S,8R)-1-fluoro-8-methyl-7-(2,2,2-trifluoroethyl)-6,7,8,9-tetrahydro-3H-pyrazolo[4,3-f]isoquinolin-6-yl)-N-(1-(3-fluoropropyl)azetidin-3-yl)pyridin-3-amine